C(C)(C)(C)OC(=O)N[C@@]1(CN(CC1)C1=C(C(=NC=C1C(=O)OCC)C#N)C1=CC(=CC(=C1)F)F)C ethyl (S)-4-(3-((tert-butoxycarbonyl)amino)-3-methylpyrrolidin-1-yl)-6-cyano-5-(3,5-difluorophenyl)nicotinate